1-tert-butyl-2,4-diiodo-imidazole C(C)(C)(C)N1C(=NC(=C1)I)I